3-(3-chloropropyl)-4-oxopyrrolidine-1-carboxylic acid ethyl ester C(C)OC(=O)N1CC(C(C1)=O)CCCCl